C1(CCCC1)N1C(=CC2=C1N=C(N=C2)NC2=NC=C(C=C2)N2CCN(CC2)CC2=C(C=NC=C2)N2C(NC(CC2)=O)=O)C(=O)N(C)C 7-cyclopentyl-2-((5-(4-((3-(2,4-dioxotetrahydropyrimidin-1(2H)-yl)pyridin-4-yl)methyl)piperazin-1-yl)pyridin-2-yl)amino)-N,N-dimethyl-7H-pyrrolo[2,3-d]pyrimidine-6-carboxamide